3-[(3R,4R)-4-[4-hydroxy-4-[(4-oxothieno[2,3-d]pyrimidin-3-yl)methyl]piperidine-1-carbonyl]-3-phenyl-piperidine-1-carbonyl]-1H-indazole-5-carbonitrile OC1(CCN(CC1)C(=O)[C@H]1[C@@H](CN(CC1)C(=O)C1=NNC2=CC=C(C=C12)C#N)C1=CC=CC=C1)CN1C=NC2=C(C1=O)C=CS2